5-bromo-1-(6-methoxy-5-methyl-3-pyridinyl)-4-oxo-cinnoline-3-carboxylic acid ethyl ester C(C)OC(=O)C1=NN(C2=CC=CC(=C2C1=O)Br)C=1C=NC(=C(C1)C)OC